2-(4-(4-(3-((4-(((1-acetylpiperidin-4-yl)amino)methyl)-3-fluoropyridin-2-yl)amino)-2-chlorophenyl)-3-chloropyridin-2-yl)-2-methoxybenzyl)-2,6-diazaspiro[3.4]octan-7-one C(C)(=O)N1CCC(CC1)NCC1=C(C(=NC=C1)NC=1C(=C(C=CC1)C1=C(C(=NC=C1)C1=CC(=C(CN2CC3(C2)CNC(C3)=O)C=C1)OC)Cl)Cl)F